2,3,5,6-tetrafluoro-p-hydroxymethyl-benzoic acid FC1=C(C(=O)O)C(=C(C(=C1F)CO)F)F